ClC=1C=C(CN2CCN3N=C(C(=C32)C(=O)N[C@@H](C)C3=CC=C(C(=O)OC)C=C3)C(F)(F)F)C=CC1Cl Methyl (S)-4-(1-(1-(3,4-dichlorobenzyl)-6-(trifluoromethyl)-2,3-dihydro-1H-imidazo[1,2-b]pyrazole-7-carboxamido)ethyl)benzoate